Methyl (S)-3-((2-(3-((tert-butoxycarbonyl)amino)piperidin-1-yl)-5-carbamoylpyrimidin-4-yl)amino)-5-(tert-butyl)benzoate C(C)(C)(C)OC(=O)N[C@@H]1CN(CCC1)C1=NC=C(C(=N1)NC=1C=C(C(=O)OC)C=C(C1)C(C)(C)C)C(N)=O